8-(o-tolyl)-2,3,4,5-tetrahydro-1H-pyrido[4,3-b]indole hydrochloride Cl.C1(=C(C=CC=C1)C1=CC=2C3=C(NC2C=C1)CCNC3)C